1-hexacosanoyl-2-hydroxy-sn-glycero-3-phosphocholine C(CCCCCCCCCCCCCCCCCCCCCCCCC)(=O)OC[C@@H](OO)COP(=O)([O-])OCC[N+](C)(C)C